p-methoxyphenylacetylene COC1=CC=C(C=C1)C#C